FC(C=1C=C(C=C(C1)C(F)(F)F)C1=C2C=CC=CC2=C(C2=CC=CC=C12)C=1C2=CC=CC=C2C(=C2C=CC=CC12)C1=CC(=CC(=C1)C(F)(F)F)C(F)(F)F)(F)F bis(3,5-bis(trifluoromethyl)phenyl)-9,9'-bianthracene